1-(11Z-octadecenoyl)-2-(7Z,10Z,13Z,16Z,19Z-docosapentaenoyl)-sn-glycero-3-phosphocholine CCCCCC/C=C\CCCCCCCCCC(=O)OC[C@H](COP(=O)([O-])OCC[N+](C)(C)C)OC(=O)CCCCC/C=C\C/C=C\C/C=C\C/C=C\C/C=C\CC